BrC=1C=CC=2N(C1)C=C(N2)C 6-bromo-2-methylimidazo[1,2-a]pyridine